4-(6-(2,4-di-tert-butoxypyrimidin-5-yl)imidazo[1,2-b]pyridazin-8-yl)-2-methylbut-3-yn-2-ol C(C)(C)(C)OC1=NC=C(C(=N1)OC(C)(C)C)C=1C=C(C=2N(N1)C=CN2)C#CC(C)(O)C